methyl (2R,3S)-2-(3-methoxy-2-methyl-phenyl)pyrrolidine-3-carboxylate COC=1C(=C(C=CC1)[C@@H]1NCC[C@@H]1C(=O)OC)C